C1NCCC12CN(CCC2)C(=O)[O-] 2,7-diazaspiro[4.5]decane-7-carboxylate